7-methoxy-1H-benzo[d]imidazole-5-carboxamide COC1=CC(=CC2=C1NC=N2)C(=O)N